5-((1S,5R)-1-(5-((1-methylpiperidin-4-yl)oxy)-1,3,4-oxadiazol-2-yl)-5-(trifluoromethyl)-3-azabicyclo[3.1.0]hexan-3-yl)quinoline-8-carbonitrile CN1CCC(CC1)OC1=NN=C(O1)[C@@]12CN(C[C@]2(C1)C(F)(F)F)C1=C2C=CC=NC2=C(C=C1)C#N